CC(P(O)(O)=O)(C(CCCC)=O)C.[C@@H](C)(CC)OC1=CC(=NC(=C1)S(=O)(=O)C)NC1=C(C=NC(=C1)NC(C)=O)C1=NC=C(C=C1)C(C)(C)O (R)-N-(4'-((4-(sec-butoxy)-6-(methylsulfonyl)pyridin-2-yl)amino)-5-(2-hydroxypropan-2-yl)-[2,3'-bipyridin]-6'-yl)acetamide dimethyl-valerylmethylphosphonate